C[Si](CCOCN1N=CC(NC1=O)=O)(C)C 2-((2-(trimethylsilyl)ethoxy)methyl)-1,2,4-triazine-3,5(2h,4h)-dione